1-methyl-5-(4-phenoxyphenyl)-3-(pyrrolidin-1-ylmethyl)-1H-1,2,4-triazole CN1N=C(N=C1C1=CC=C(C=C1)OC1=CC=CC=C1)CN1CCCC1